tert-Butyl {trans-1-[6-methyl-2-(1-oxido-2,3-dihydro-1,4-benzothiazepin-4(5H)-yl)quinolin-4-yl]-4-hydroxypyrrolidin-3-yl}carboxylate CC=1C=C2C(=CC(=NC2=CC1)N1CCS(C2=C(C1)C=CC=C2)=O)N2C[C@H]([C@@H](C2)O)C(=O)OC(C)(C)C